4-amino-3-[6-(2-methoxyphenyl)pyridin-3-ylazo]naphthalene-1-sulfonic acid NC1=C(C=C(C2=CC=CC=C12)S(=O)(=O)O)N=NC=1C=NC(=CC1)C1=C(C=CC=C1)OC